O(C1=CC=CC=C1)C=1C=C2C(=NN(C2=CC1)C1=CC=C(C=C1)C(F)(F)F)CNC(C=C)=O N-[[5-phenoxy-1-[4-(trifluoromethyl)phenyl]indazol-3-yl]methyl]prop-2-enamide